The molecule is an optically active form of versiconal hemiacetal having 2S,3S-configuration. It is a conjugate acid of a (2S-3S)-versiconal hemiacetal(1-). C1=C(C=C(C2=C1C(=O)C3=CC4=C([C@@H]([C@H](O4)O)CCO)C(=C3C2=O)O)O)O